N2-(4-((2-Ethyl-4-phenylthiazol-5-yl)oxy)pyridin-2-yl)-N5-(2-(4-isopropylpiperazin-1-yl)ethyl)pyridine-2,5-diamine C(C)C=1SC(=C(N1)C1=CC=CC=C1)OC1=CC(=NC=C1)NC1=NC=C(C=C1)NCCN1CCN(CC1)C(C)C